P(=O)(OC)(ON1N=CC(=C(C1=O)Cl)N1CC=2N(CC1)C(=CN2)C(C2=C(C=C(C=C2)F)C(F)(F)F)=O)[O-] methyl (5-chloro-4-(3-(4-fluoro-2-(trifluoromethyl) benzoyl)-5,6-dihydroimidazo[1,2-a]pyrazin-7(8H)-yl)-6-oxopyridazin-1(6H)-yl) phosphate